6-ethoxy-N-methylthiobenzopyran-3-carboxamide C(C)OC=1C=CC2=C(C=C(CO2)C(=S)NC)C1